C(C1=CC=CC=C1)OC1=CC=C(OCCONC2CCCC2)C=C1 O-(2-(4-(benzyloxy)phenoxy)ethyl)-N-cyclopentylhydroxylamine